(3R,4S)-1-[4-({8-[(2R,3S)-3-(methanesulfonylmeth-yl)-2-methylazetidin-1-yl]-5-(propan-2-yl)isoquinolin-3-yl}amino)pyrimidin-2-yl]-3-methoxypiperidin-4-ol CS(=O)(=O)C[C@@H]1[C@H](N(C1)C=1C=CC(=C2C=C(N=CC12)NC1=NC(=NC=C1)N1C[C@H]([C@H](CC1)O)OC)C(C)C)C